C(C1=CC=CC=C1)O[C@@H]1[C@H](C(O)O[C@@H]([C@H]1OCC1=CC=CC=C1)COCC1=CC=CC=C1)NC(=O)OCC(Cl)(Cl)Cl 3,4,6-tri-O-benzyl-2-deoxy-2-{[(2,2,2-trichloroethoxy)carbonyl]amino}-D-glucopyranose